C1(CC1)N1C(=NC2=C1C=C(C(=C2)NC=2SC(=NN2)C2=CC=C(C=C2)OC2=CC(=CC=C2)C(F)(F)F)N2CCOCC2)C2=CC=C(C=C2)F N-(1-cyclopropyl-6-morpholinyl-2-(4-fluorophenyl)-5-benzimidazolyl)-5-(4-(3-trifluoromethylphenoxy)phenyl)-1,3,4-thiadiazole-2-amine